N-(4-([1,2,4]triazolo[1,5-a]pyridin-7-yloxy)-3-methylphenyl)-5-((3,3-difluoro-1-methylpiperidin-4-yl)oxy)quinazolin-4-amine N=1C=NN2C1C=C(C=C2)OC2=C(C=C(C=C2)NC2=NC=NC1=CC=CC(=C21)OC2C(CN(CC2)C)(F)F)C